C1=CC=CC=2C3=CC=CC=C3C3(C12)C1CC2CC(CC3C2)C1 spiro-(adamantane-2,9'-fluorene)